Cl.FC1(CCC(CC1)NCCCC1=C(OC2=C(C=CC(=C2)C)S(=O)(=O)N2[C@@H](CCC2)C(=O)O)C=CC=C1)F ((2-(2-(3-((4,4-Difluorocyclohexyl)amino)propyl)phenoxy)-4-methylphenyl)sulfonyl)-L-proline hydrochloride